CC1=CC(=NN1)NC1=NC(=NC(=C1)OC(C)C)NC1C2CC3(CC(CC1C3)C2)O 4-[(4-[(5-methyl-1H-pyrazol-3-yl)amino]-6-(propan-2-yloxy)pyrimidin-2-yl)amino]adamantan-1-ol